2-(2-hydroxy-4,6-dimethylphenyl)-6-[(1H-pyrazol-1-yl)methyl]-2,5-dihydro-4H-pyrazolo[3,4-d]pyrimidin-4-one OC1=C(C(=CC(=C1)C)C)N1N=C2N=C(NC(C2=C1)=O)CN1N=CC=C1